2-(3-methyl-2-oxo-1,3-benzoxazol-6-yl)-N-(4-phenylbutyl)pyrrolidine-1-carboxamide tert-butyl-(2S)-2-(hydroxymethyl)-1,4-oxazocane-4-carboxylate C(C)(C)(C)OC(=O)N1C[C@H](OCCCC1)CO.CN1C(OC2=C1C=CC(=C2)C2N(CCC2)C(=O)NCCCCC2=CC=CC=C2)=O